C(C)(C)(C)OC(N(C(=O)OC(C)(C)C)C=1C(=NC=C(C1C)Br)C)=O (5-bromo-2,4-dimethylpyridin-3-yl)(tert-butoxycarbonyl)carbamic acid tert-butyl ester